C(CCCCCCCC1C(CCCCCCCC)O1)(=O)O (±)-cis-9,10-epoxyoctadecanoic acid